F[C@@H]1CN(CC[C@@H]1OC)C1=NC=CC(=N1)NC1=CC(=C(C=N1)C(=O)N1CC(C1)CS(=O)(=O)C(C)C)NC(C)C (6-((2-(cis-3-fluoro-4-methoxypiperidin-1-yl)pyrimidin-4-yl)amino)-4-(isopropylamino)pyridin-3-yl)(3-((isopropylsulfonyl)methyl)azetidin-1-yl)methanone